COC1=C(C=CC=C1)C#CC1=CC=CC=C1 1-methoxy-2-(phenylethynyl)benzene